[2-[(5-nitro-1,3-thiazol-2-yl) carbamoyl] phenyl] acetate C(C)(=O)OC1=C(C=CC=C1)C(NC=1SC(=CN1)[N+](=O)[O-])=O